C(C)(C)(C)OC(=O)N(CC1CCC1)CC=1N(C2=CC(=CC=C2C1)CCl)C(=O)OC(C)(C)C tert-butyl 2-({[(tert-butoxy)carbonyl](cyclobutylmethyl)amino}methyl)-6-(chloromethyl)-1H-indole-1-carboxylate